8-isocyanato-1-(methoxymethyl)-1,2,3,5,6,7-hexahydro-s-indacene N(=C=O)C=1C=2CCCC2C=C2CCC(C12)COC